N-(4-((3-(3,5-difluoropyridin-2-yl)phenyl)amino)-7-(2-morpholinoethoxy)quinazolin-6-yl)acrylamide FC=1C(=NC=C(C1)F)C=1C=C(C=CC1)NC1=NC=NC2=CC(=C(C=C12)NC(C=C)=O)OCCN1CCOCC1